4-{1,6-diazaspiro[3.4]octan-6-yl}-N-{8-fluoro-2-methylimidazo[1,2-a]pyridin-6-yl}-2-methylindazole-7-carboxamide N1CCC12CN(CC2)C=2C1=CN(N=C1C(=CC2)C(=O)NC=2C=C(C=1N(C2)C=C(N1)C)F)C